FC=1C=C(OCCN(CC[C@@H](C(=O)O)NC2=NC=CC=C2)CCCCC2=NC=3NCCCC3C=C2)C=C(C1)F (S)-4-((2-(3,5-difluorophenoxy)ethyl)(4-(5,6,7,8-tetrahydro-1,8-naphthyridin-2-yl)butyl)amino)-2-(pyridin-2-ylamino)butanoic acid